C(C1=CC=CC=C1)O[C@@H]1CC[C@H]([C@@H](C1)O)N[C@@H](C)C1=CC=CC=C1 (1R,2R,5R)-5-(benzyloxy)-2-(((S)-1-phenylethyl)amino)cyclohexan-1-ol